ClC=1C=CC(=C(C1)N1C(N(C(C1)C#N)C1=CN=CC2=CC=CC=C12)=O)OC 1-(5-chloro-2-methoxyphenyl)-3-(isoquinolin-4-yl)-2-oxoimidazoline-4-carbonitrile